C1CCC2=C(C=3CCCC3C=C12)NC(=O)NS(N(C=1C=NN(C1)C)CCCOC)(=O)=O 1-(1,2,3,5,6,7-Hexahydro-s-indacen-4-yl)-3-[(3-methoxypropyl)(1-methyl-1H-pyrazol-4-yl)sulfamoyl]urea